C(C)C1=CC=C(\C=C/2\C(N(C(S2)=O)CCCCC(=O)NC2=CC(=C(C(=O)O)C=C2)O)=O)C=C1 (Z)-4-(5-(5-(4-ethylbenzylidene)-2,4-dioxothiazolidin-3-yl)pentanamido)-2-hydroxybenzoic acid